(1s,4s)-4-(4-bromo-6-(2-(dimethylamino)acetamido)-1-oxoisoindolin-2-yl)-N-(3-methoxy-4-methylphenyl)cyclohexanecarboxamide BrC1=C2CN(C(C2=CC(=C1)NC(CN(C)C)=O)=O)C1CCC(CC1)C(=O)NC1=CC(=C(C=C1)C)OC